4-{[6-(5-chloro-2-fluorophenyl)-3-methylpyridazin-4-yl]amino}quinolin-7-ol hydrobromide Br.ClC=1C=CC(=C(C1)C1=CC(=C(N=N1)C)NC1=CC=NC2=CC(=CC=C12)O)F